N1=C(C=CC=C1)SS[C@H]1[C@@H](CCC1)O |r| trans-(1RS,2RS)-2-(pyridin-2-yldisulfanyl)cyclopentan-1-ol